C(C)(=O)C1=NN(C2=CC=C(C=C12)C=1C=NC(=NC1)C)CC(=O)N1[C@@H]2C[C@@]2(C[C@H]1C(=O)NC1=NC(=CC=C1C)Br)CNC1CC1 (1R,3S,5R)-2-(2-(3-acetyl-5-(2-methylpyrimidin-5-yl)-1H-indazol-1-yl)acetyl)-N-(6-bromo-3-methylpyridin-2-yl)-5-((cyclopropylamino)methyl)-2-azabicyclo[3.1.0]hexane-3-carboxamide